2-(4-(3-(1-(5-chloropyrimidin-2-yl)piperidin-4-yl)propoxy)-2-fluorophenyl)-1-((3aR,6aR)-1-((2S,3R,4R,5R)-2,3,4,5,6-pentahydroxyhexyl)hexahydropyrrolo[3,4-b]pyrrol-5(1H)-yl)ethan-1-one ClC=1C=NC(=NC1)N1CCC(CC1)CCCOC1=CC(=C(C=C1)CC(=O)N1C[C@@H]2N(CC[C@@H]2C1)C[C@@H]([C@H]([C@@H]([C@@H](CO)O)O)O)O)F